OC(CC/C=C/C1=CC=CC=C1)CCC1=CC=C(C=C1)O (E)-5-Hydroxy-7-(4-hydroxyphenyl)-1-phenyl-1-heptene